OC1C2C(N(C(C1)C2)C(=O)[O-])C(=O)[O-] 5-hydroxy-2-azabicyclo[2.2.1]heptane-2,3-dicarboxylate